C(C)(C)(C)OC(=O)N(C1CCN(CC1)C1=C2C=CN=NC2=C(C(=C1)F)C(=O)OC)C1CC1 methyl 5-[4-[tert-butoxycarbonyl(cyclopropyl)amino]-1-piperidyl]-7-fluoro-cinnoline-8-carboxylate